[4-(5-tert-butyl-1,2,4-oxadiazol-3-yl)phenyl]-[6-(6,7-dihydro-4H-pyrano[4,3-c]pyrazol-1-yl)-2-azaspiro[3.3]heptan-2-yl]methanone C(C)(C)(C)C1=NC(=NO1)C1=CC=C(C=C1)C(=O)N1CC2(C1)CC(C2)N2N=CC1=C2CCOC1